CC1N(C(N(C1C)C=1C=C2CN(C(C2=CC1)=O)C1C(NC(CC1)=O)=O)=O)C1=CC=CC=C1 3-(5-(4,5-dimethyl-2-oxo-3-phenylimidazolidin-1-yl)-1-oxoisoindolin-2-yl)piperidine-2,6-dione